6,12-dibromo-2-{2-[2-(morpholin-4-yl)ethoxy]ethyl}-9-oxa-2,4-diazatricyclo[8.4.0.0^{3,8}]tetradeca-1(10),3(8),4,6,11,13-hexaene BrC=1C=NC=2N(C=3C=CC(=CC3OC2C1)Br)CCOCCN1CCOCC1